C(CCCCCCCCCC)(=O)OC1=NC2=CC(=CC=C2C=C1)OCCCCN1CCN(CC1)C1=CC=CC=2SC=CC21 7-(4-(4-(benzo[b]thiophen-4-yl)piperazin-1-yl)butoxy)quinolin-2-yl undecanoate